The molecule is a disaccharide that is D-galactopyranose in which the hydroxy group at position 3 has been converted into the corresponding beta-D-galactopyranoside. It is a glycoside, a galactooligosaccharide, a beta-D-galactoside and a glycosylgalactose. C([C@@H]1[C@@H]([C@@H]([C@H]([C@@H](O1)O[C@H]2[C@H]([C@H](OC([C@@H]2O)O)CO)O)O)O)O)O